BrC=1C(=C(C=NC1)N)NC1CC1 5-Bromo-N4-cyclopropyl-pyridine-3,4-diamine